methyl 2-phenyl-ethylene oxide CC1C(C2=CC=CC=C2)O1